ClC1=C(C(=CC=C1)Cl)[NH-] 2,6-dichlorophenyl-amide